NC1=C(C(=C(C=C1C(=O)N)OC)OC)OC 6-amino-3,4,5-trimethoxybenzamide